1-(t-butoxycarbonyl)-2-methylpiperazin-3-one C(C)(C)(C)OC(=O)N1C(C(NCC1)=O)C